(3-(4,4-bis(ethoxymethyl)-cyclohexyl)-2-((methyl(2-(methylamino)ethyl)amino)-methyl)-6,7-dihydropyrazolo-[1,5-a]pyrazin-5(4H)-yl)-(cyclopropyl)methanone C(C)OCC1(CCC(CC1)C=1C(=NN2C1CN(CC2)C(=O)C2CC2)CN(CCNC)C)COCC